1-(cyclopropylmethyl)-2-(piperidin-4-yl)-1H-benzo[d]imidazole C1(CC1)CN1C(=NC2=C1C=CC=C2)C2CCNCC2